N[C@@H]1CN(CC1)CC1=CC=2C(=CN=C(C2C2=CC(=C(C#N)C=C2)F)C2=CC=C(C=C2)OC)N1C (S)-4-(2-((3-aminopyrrolidin-1-yl)methyl)-5-(4-methoxyphenyl)-1-methyl-1H-pyrrolo[2,3-c]pyridin-4-yl)-2-fluorobenzonitrile